C(C)(C)(C)N1CCN(CC1)C(=O)C=1N=C(C2=C(N1)OC(=C2)C)NC2(CC2)C (4-tert-butylpiperazine-1-carbonyl)-6-methyl-N-(1-methylcyclopropyl)furo[2,3-d]pyrimidin-4-amine